5-bromo-2-naphthaldehyde BrC1=C2C=CC(=CC2=CC=C1)C=O